BrC1=CC(=C(C=C1)N1CCN(CC1)C(=O)OC(C)(C)C)C tert-butyl 4-(4-bromo-2-methyl-phenyl)piperazine-1-carboxylate